2-(piperazin-2-yl)acetonitrile N1C(CNCC1)CC#N